NC[C@@H]1NC([C@@H](NC([C@@H](N(C([C@@H](N(C[C@H](NC([C@@H](NC1=O)CC(=O)N)=O)C)CCCC)CCCC)=O)C)CCC)=O)C1CCCCC1)=O 2-((2S,5R,8S,11S,14S,17S)-17-(aminomethyl)-7,8-dibutyl-14-cyclohexyl-5,10-dimethyl-3,9,12,15,18-pentaoxo-11-propyl-1,4,7,10,13,16-hexaazacyclooctadecan-2-yl)acetamide